5-CHLORO-1H-PYRROLE-2,4-DICARBALDEHYDE ClC1=C(C=C(N1)C=O)C=O